CSC1=C(C=CC(=N1)C(=O)O)[N+](=O)[O-] 6-(Methylthio)-5-nitropicolinic acid